C1(CCC(CCC1)CO)CO cycloheptane-1,4-dimethanol